N-(4-(trifluoromethyl)phenyl)benzamide tert-Butyl-5-methoxy-4-((2-(4-(methoxycarbonyl)phenyl)piperazin-1-yl)methyl)-7-methyl-1H-indole-1-carboxylate C(C)(C)(C)OC(=O)N1C=CC2=C(C(=CC(=C12)C)OC)CN1C(CNCC1)C1=CC=C(C=C1)C(=O)OC.FC(C1=CC=C(C=C1)NC(C1=CC=CC=C1)=O)(F)F